2-Phenyl-4-(2-chlorophenyl)-5-methylimidazole C1(=CC=CC=C1)C=1NC(=C(N1)C1=C(C=CC=C1)Cl)C